7-(2-fluoro-6-methyl-phenyl)-N3-isopropyl-N5-(4-piperidyl)isoquinoline-3,5-diamine FC1=C(C(=CC=C1)C)C=1C=C(C=2C=C(N=CC2C1)NC(C)C)NC1CCNCC1